6-Fluoro-1-tetrahydropyran-2-yl-4-(4,4,5,5-tetramethyl-1,3,2-dioxaborolan-2-yl)indazole FC1=CC(=C2C=NN(C2=C1)C1OCCCC1)B1OC(C(O1)(C)C)(C)C